9-Sila-Fluoren C1=CC=CC=2C3=CC=CC=C3[SiH2]C12